2-((4-((S)-2-(4-chloro-2-fluorophenyl)-2-methylbenzo[d][1,3]dioxan-4-yl)piperidin-1-yl)methyl)-1-(((S)-oxetan-2-yl)methyl)-1H-thieno[2,3-d]imidazole-5-carboxylic acid ClC1=CC(=C(C=C1)[C@]1(OC(C2=C(O1)C=CC=C2)C2CCN(CC2)CC=2N(C1=C(N2)SC(=C1)C(=O)O)C[C@H]1OCC1)C)F